tetrazole copper acetate C(C)(=O)[O-].[Cu+2].N1N=NN=C1.C(C)(=O)[O-]